(S)-1-amino-1-oxo-3-phenylpropan NC(CCC1=CC=CC=C1)=O